tert-butyl 7-amino-2,7-diazaspiro[3.5]nonane-2-carboxylate NN1CCC2(CN(C2)C(=O)OC(C)(C)C)CC1